ClC1=NC=CC(=C1)O[C@H]1CN(CC1)C1=NC=NC2=C1SC=1N=NC(=C(C12)C)C 8-[(3R)-3-[(2-chloro-4-pyridyl)oxy]pyrrolidin-1-yl]-3,4-dimethyl-pyrimido[4',5':4,5]thieno[2,3-c]pyridazine